(6-ethyl-5-methyl-5H-pyrrolo[3,2-d]pyrimidin-7-yl)(4-hydroxyphenyl)methanone C(C)C1=C(C=2N=CN=CC2N1C)C(=O)C1=CC=C(C=C1)O